4-methoxyphenyl 3,6-di-O-benzyl-2-deoxy-2-(1,3-dioxo-1,3-dihydro-2H-isoindol-2-yl)-4-O-{2,4,6-tri-O-acetyl-3-O-[(naphthalen-2-yl)methyl]-β-D-glucopyranosyl}-β-D-glucopyranoside C(C1=CC=CC=C1)O[C@@H]1[C@H]([C@H](OC2=CC=C(C=C2)OC)O[C@@H]([C@H]1O[C@H]1[C@H](OC(C)=O)[C@@H](OCC2=CC3=CC=CC=C3C=C2)[C@H](OC(C)=O)[C@H](O1)COC(C)=O)COCC1=CC=CC=C1)N1C(C2=CC=CC=C2C1=O)=O